[U+2](=O)=O.[N+](=O)([O-])[O-].[U+2](=O)=O.[N+](=O)([O-])[O-].[N+](=O)([O-])[O-].[N+](=O)([O-])[O-] uranyl nitrate uranyl